aminosiloxysilane N[SiH2]O[SiH3]